CC1(CC2=CC=C(C=C2C1)C)O 2,5-dimethyl-2-indanol